(R)-alpha-difluoromethyl-N-benzyltryptophan methyl ester COC([C@](NCC1=CC=CC=C1)(CC1=CNC2=CC=CC=C12)C(F)F)=O